3-(5-chloro-2-fluorophenyl)-2-(3-methoxypyridin-4-yl)-1-(4-methylbenzene-1-sulfonyl)-1H-pyrrolo[3,2-b]pyridine ClC=1C=CC(=C(C1)C1=C(N(C=2C1=NC=CC2)S(=O)(=O)C2=CC=C(C=C2)C)C2=C(C=NC=C2)OC)F